C(=C)C=1C=CC=2C=CC3=C(C4=C(S3)C=3C=CC=CC3C=C4)C2C1C=C divinyldinaphthothiophene